1-(2-(1H-pyrazole-1-yl)ethyl)-3-((5-(5-(difluoromethyl)-1,3,4-oxadiazole-2-yl)pyridine-2-yl)methyl)quinazoline-2,4(1H,3H)-dione N1(N=CC=C1)CCN1C(N(C(C2=CC=CC=C12)=O)CC1=NC=C(C=C1)C=1OC(=NN1)C(F)F)=O